2,6-bis(3-(4-azidophenyl)-2-propenylidene)-4-methylcyclohexane-1-one N(=[N+]=[N-])C1=CC=C(C=C1)C=CC=C1C(C(CC(C1)C)=CC=CC1=CC=C(C=C1)N=[N+]=[N-])=O